3-Phenoxypropyltrichlorosilan O(C1=CC=CC=C1)CCC[Si](Cl)(Cl)Cl